C(C)OC(\C=C\CN(C(=O)OC(C)(C)C)C1=C(N=CS1)Br)=O (E)-4-((4-Bromothiazol-5-yl)(tert-butoxycarbonyl)amino)butenoic acid ethyl ester